C(C)(C)(C)OC(=O)NCC(CC(=O)OCC1=CC=CC=C1)(C)C benzyl 4-((tert-butoxycarbonyl) amino)-3,3-dimethylbutyrate